1-(4-n-butyloxynaphthalen-1-yl)tetrahydrothiophenium C(CCC)OC1=CC=C(C2=CC=CC=C12)[S+]1CCCC1